4-amino-1-(2,3-dihydro-1-benzofuran-6-yl)-2-oxo-7-(trifluoromethyl)-1,2-dihydroquinoline NC1=CC(N(C2=CC(=CC=C12)C(F)(F)F)C1=CC2=C(CCO2)C=C1)=O